FC(OC1=NOC(=C1)C=O)F [3-(difluoromethoxy)-1,2-oxazol-5-yl]methanone